BrC1=C(SC=2C1=NC(=CC2N(C(OC(C)(C)C)=O)CC=2SC=CC2)Cl)[C@H]2OCC(C[C@@H]2[N+](=O)[O-])=C tert-butyl (3-bromo-5-chloro-2-((2S,3S)-5-methylene-3-nitrotetrahydro-2H-pyran-2-yl)thieno[3,2-b]pyridin-7-yl)(thiophen-2-ylmethyl)carbamate